NC1=NN2C(C=C(C=C2)C=2C(=NC(=C(C(=O)NCC3=C(C=CC=C3)OCC3CCCCC3)C2)OC)C)=N1 5-(2-amino-[1,2,4]triazolo[1,5-a]pyridin-7-yl)-N-(2-(cyclohexylmethoxy)benzyl)-2-methoxy-6-methylnicotinamide